bis-(2,6-dichlorobenzoyl)-4-chlorophenyl-phosphine oxide ClC1=C(C(=O)P(C2=CC=C(C=C2)Cl)(C(C2=C(C=CC=C2Cl)Cl)=O)=O)C(=CC=C1)Cl